C1(CC1)CN(C(OC(C)(C)C)=O)[C@H]1CN(CC1)C=1C=C2N=CC(=NC2=CC1)OS(=O)(=O)C(F)(F)F tert-butyl N-(cyclopropylmethyl)-N-[(3R)-1-[2-(trifluoromethanesulfonyloxy) quinoxalin-6-yl]pyrrolidin-3-yl]carbamate